C(C1=CC=CC=C1)OC1=C2C(=C(N(C2=CC=C1)C1=CC=C(C=C1)F)C1(CN(CC1)C(=O)OC(C)(C)C)O)C1=CC=C(C=C1)C(=O)OC tert-butyl 3-[4-benzyloxy-1-(4-fluorophenyl)-3-(4-methoxycarbonylphenyl)indol-2-yl]-3-hydroxy-pyrrolidine-1-carboxylate